Monoethylhexyl-phthalic acid C(C)C=1C(=C(C(C(=O)O)=CC1)C(=O)O)CCCCCC